ClC1=CC2=C(C=N1)C[C@]1(C(N(C3=NC=CC=C31)COCC[Si](C)(C)C)=O)C2 (R)-3-chloro-1'-((2-(trimethylsilyl)ethoxy)methyl)-5,7-dihydrospiro[cyclopenta[c]pyridine-6,3'-pyrrolo[2,3-b]pyridin]-2'(1'H)-one